CNC(C=C)=O N-Methylacrylamid